[(1S,12S,14R)-9-methoxy-4-methyl-11-oxa-4-azatetracyclo[8.6.1.01,12.06,17]heptadeca-6(17),7,9,15-tetraen-14-yl] benzoate C(C1=CC=CC=C1)(=O)O[C@@H]1C[C@@H]2OC3=C(C=CC=4CN(CC[C@]2(C=C1)C43)C)OC